(2R,3S,4S,5R)-N-(2-Carbamimidoylpyridin-4-yl)-3-(3,4-difluoro-2-methoxyphenyl)-4,5-dimethyl-5-(trifluoromethyl)tetrahydrofuran-2-carboxamide C(N)(=N)C1=NC=CC(=C1)NC(=O)[C@@H]1O[C@]([C@H]([C@H]1C1=C(C(=C(C=C1)F)F)OC)C)(C(F)(F)F)C